C1=CC=2C=CC=3C=CC=4C=C5C(=CC4C3C2C=2C=CC=CC12)C=CC=1C=CC=CC15 naphtho[2,1-b]pentahelicene